Benzyl 1,9-dioxa-4-azaspiro[5.5]undecane-4-carboxylate O1CCN(CC12CCOCC2)C(=O)OCC2=CC=CC=C2